C1(CC1)[C@@]1(NC(NC1=O)=O)CNC(=O)C=1C(=CC=CC1)C1=CC=C(C=C1)S(=O)(=O)C N-{[(4R)-4-cyclopropyl-2,5-dioxoimidazolidin-4-yl]methyl}-4'-(methanesulfonyl)[1,1'-biphenyl]-2-carboxamide